C(C)O[C@@H]1CC[C@H](CC1)NC1=NN2C(C=N1)=C(C=C2)C=2C=NC=1N(C2)C(=CN1)C N-(trans-4-ethoxycyclohexyl)-5-(3-methylimidazo[1,2-a]pyrimidin-6-yl)pyrrolo[2,1-f][1,2,4]triazin-2-amine